O=C1NC(CCC1N1C(C2=CC=CC(=C2C1=O)NC(CCNC(OC(C)(C)C)=O)(C)C)=O)=O tert-butyl (3-((2-(2,6-dioxopiperidin-3-yl)-1,3-dioxoisoindolin-4-yl)amino)-3-methylbutyl)carbamate